5-((4-(((trans)-4-cyanotetrahydro-2H-pyran-3-yl)amino)-5-methylpyrimidin-2-yl)amino)-1-hydroxy-1,3-dihydrobenzo[c][1,2]oxaborole-7-carbonitrile C(#N)[C@H]1[C@@H](COCC1)NC1=NC(=NC=C1C)NC1=CC2=C(B(OC2)O)C(=C1)C#N